1,3-dimethylpentacyclo[6.5.1.13,6.02,7.09,13]-4-pentadecene CC12C3C4(C=CC(C3C(C3CCCC31)C2)C4)C